C(CCC\C=C/CCCCCCC)=O (Z)-5-tridecenal